NC1CCC(CC1)(O)C(F)(F)F (trans)-4-amino-1-(trifluoromethyl)cyclohexan-1-ol